N1(CC1)CCNS(=O)(=O)C=1C=C(C(=O)N(CCC)CCC)C=CC1F 3-(N-(2-(aziridine-1-yl)ethyl)sulfamoyl)-4-fluoro-N,N-dipropylbenzamide